COC1=NC=CC=C1C1=CC=2C(=CN=C(C2)NC(=O)C2CC2)N1C N-[2-(2-methoxypyridin-3-yl)-1-methylpyrrolo[2,3-c]pyridin-5-yl]cyclopropanecarboxamide